BrCC(=O)C1=C(C=CC(=C1)F)OC 2-bromo-1-(5-fluoro-2-methoxyphenyl)ethan-1-one